5-(3-(2-(1-methyl-1H-indazol-4-yl) ethynyl) phenoxy)-1H-1,2,3-triazole-4-carboxylate CN1N=CC2=C(C=CC=C12)C#CC=1C=C(OC2=C(N=NN2)C(=O)[O-])C=CC1